3-(5-(3-(4-(6-((4-(((R)-1-(3-Bromophenyl)ethyl)amino)-6-methoxy-2-methyl-quinazolin-7-yl)oxy)hexyl)piperazin-1-yl)propyl)-6-fluoro-1-oxoisoindolin-2-yl)piperidine-2,6-dione BrC=1C=C(C=CC1)[C@@H](C)NC1=NC(=NC2=CC(=C(C=C12)OC)OCCCCCCN1CCN(CC1)CCCC=1C=C2CN(C(C2=CC1F)=O)C1C(NC(CC1)=O)=O)C